CC1=CC=C(C=2C(C3=CC=CC=C3C(C12)=O)=O)C 1,4-dimethyl-anthraquinone